(R,Z)-(3-(2-([1,1'-biphenyl]-2-yl)vinyl)-1H-indazol-5-yl)(3-(dimethylamino)pyrrolidin-1-yl)methanone C1(=C(C=CC=C1)\C=C/C1=NNC2=CC=C(C=C12)C(=O)N1C[C@@H](CC1)N(C)C)C1=CC=CC=C1